NC=1C=CC(=C2CN(C(C12)=O)CC(C#N)=C)C=1C=C2C(=NNC2=CC1)C(=O)N1CCCC1 2-({7-amino-1-oxo-4-[3-(pyrrolidine-1-carbonyl)-1H-indazol-5-yl]-2,3-dihydro-1H-isoindol-2-yl}methyl)prop-2-enenitrile